[C@@H]1([C@H](O)[C@H](O)[C@@H](COP(=O)(O)[S+](CC[C@H](N)C(=O)Cl)C)O1)N1C=NC=2C(N)=NC=NC12 S-(5'-adenylyl)-L-methionine chloride